N-(2-ethylhexyl)-2-(4-t-butylcarbonyloxy-phenyl)-3,5,7-tri-t-butylcarbonyloxy-quinolin-4-one C(C)C(CN1C(=C(C(C2=C(C=C(C=C12)OC(=O)C(C)(C)C)OC(=O)C(C)(C)C)=O)OC(=O)C(C)(C)C)C1=CC=C(C=C1)OC(=O)C(C)(C)C)CCCC